(R)-4-((3-((2-(6-(2-(diisopropylcarbamoyl)-4-fluorophenoxy)-1,2,4-triazine-5-yl)-2,7-diazaspiro[3.5]nonan-7-yl)methyl)pyrrolidin-1-yl)sulfonyl)-1,4-diazepane C(C)(C)N(C(=O)C1=C(OC2=C(N=CN=N2)N2CC3(C2)CCN(CC3)C[C@@H]3CN(CC3)S(=O)(=O)N3CCNCCC3)C=CC(=C1)F)C(C)C